CN1C[C@H]2[C@H](OCCN2C2=CC(=C(N=N2)C2=C(C=C(C=C2)Cl)O)C(F)F)CC1 2-[6-[(4aS,8aR)-6-methyl-3,4a,5,7,8,8a-hexahydro-2H-pyrido[4,3-b][1,4]oxazin-4-yl]-4-(difluoromethyl)pyridazin-3-yl]-5-chloro-phenol